FC1=C(C(=C2C=NN(C2=C1)[C@@H]1OCCCC1)B1OC(C(O1)(C)C)(C)C)[C@H]1[C@H](C1)C |&1:10| rac-6-Fluoro-5-((1R,2S)-2-methylcyclopropyl)-1-(tetrahydro-2H-pyran-2-yl)-4-(4,4,5,5-tetramethyl-1,3,2-dioxaborolan-2-yl)-1H-indazole